sodium (4-vinylphenyl)methanesulfonate C(=C)C1=CC=C(C=C1)CS(=O)(=O)[O-].[Na+]